(6S,9R)-3-fluoro-10-(4-methoxyphenyl)-6,7,8,9-tetrahydro-5H-6,9-epiminocyclohepta[c]pyridine FC1=CC2=C(C=N1)[C@H]1CC[C@@H](C2)N1C1=CC=C(C=C1)OC